ClC1=CC=C(C[C@H]2C(N([C@H]3C[C@@H]23)C2=NC(=NN2)C2=CN=NC=C2C)=O)C=C1 (1S,4R,5S)-4-(4-Chlorobenzyl)-2-(3-(5-methylpyridazin-4-yl)-1H-1,2,4-triazol-5-yl)-2-azabicyclo[3.1.0]hexan-3-one